N1(N=CC=C1)S(=O)(=O)F pyrazole-1-sulfonyl fluoride